N-[4-(2,6-dimethylphenyl)-6-methylsulfanyl-pyrimidin-2-yl]-3-nitro-benzenesulfonamide CC1=C(C(=CC=C1)C)C1=NC(=NC(=C1)SC)NS(=O)(=O)C1=CC(=CC=C1)[N+](=O)[O-]